N-benzyl-N-(3-(3-bromophenyl)-2-((tert-butoxycarbonyl)amino)propionyl)glycine ethyl ester C(C)OC(CN(C(C(CC1=CC(=CC=C1)Br)NC(=O)OC(C)(C)C)=O)CC1=CC=CC=C1)=O